(furan-2-yl)-N-(1-(trans-4-hydroxycyclohexyl)-1H-pyrazol-4-yl)isoxazole-3-carboxamide O1C(=CC=C1)C=1C(=NOC1)C(=O)NC=1C=NN(C1)[C@@H]1CC[C@H](CC1)O